3-(4,5-dihydro-isoxazol-3-yl)-2-methyl-4-(methylsulfonyl)benzoic acid O1N=C(CC1)C=1C(=C(C(=O)O)C=CC1S(=O)(=O)C)C